6-amino-1-naphthalenesulphonic acid NC=1C=C2C=CC=C(C2=CC1)S(=O)(=O)O